NC1=C(C(=NC(=N1)C1=CC(=CC=C1)F)OC(C)O)OC1=C(C=CC=C1)OC ((6-amino-2-(3-fluorophenyl)-5-(2-methoxyphenoxy)pyrimidin-4-yl)oxy)ethane-1-ol